(3S,4R)-4-fluoro-3-((1-(2-(methoxymethoxy)-4-(trifluoromethyl)phenyl)pyrrolo[1,2-d][1,2,4]triazin-4-yl)amino)piperidine-1-carboxylic acid tert-butyl ester C(C)(C)(C)OC(=O)N1C[C@@H]([C@@H](CC1)F)NC1=NN=C(C=2N1C=CC2)C2=C(C=C(C=C2)C(F)(F)F)OCOC